thiazolo[4,5-b]pyridine-2-carboxamide S1C(=NC2=NC=CC=C21)C(=O)N